tert-butyl (1-(3,3-dimethylpiperazin-1-yl)-2-methyl-1-oxopropan-2-yl)carbamate CC1(CN(CCN1)C(C(C)(C)NC(OC(C)(C)C)=O)=O)C